BrC1=NN(C(=N1)OC1=CC(=CC(=C1)F)Cl)CC 3-bromo-5-(3-chloro-5-fluorophenoxy)-1-ethyl-1,2,4-triazole